C(#N)C1=CC(=NC=C1)C#C\C=C/1\C(N(CC1)C(=O)OC)(C)C Methyl (3E)-3-[3-(4-cyanopyridin-2-yl)prop-2-yn-1-ylidene]-2,2-dimethylpyrrolidine-1-carboxylate